COC1=CC=C(C=N1)CC(=O)N1C[C@@H](CC[C@@H]1C)C(=O)O (3R,6S)-1-(2-(6-methoxypyridin-3-yl)acetyl)-6-methylpiperidine-3-carboxylic acid